(2r,3s,4r,5r)-5-(2,4-dioxo-3,4-dihydropyrimidin-1(2H)-yl)-2,4-difluoro-2-(iodomethyl)-4-methyltetrahydrofuran-3-yl isobutyrate C(C(C)C)(=O)O[C@@H]1[C@](O[C@H]([C@]1(C)F)N1C(NC(C=C1)=O)=O)(CI)F